ClC=1N=C(C2=C(N1)N(CC2)C2=C(C=CC=C2)F)NC 2-chloro-7-(2-fluorophenyl)-N-methyl-5,6-dihydropyrrolo[2,3-d]Pyrimidin-4-amine